O=C1N(C2=CC=C3CC2=C1C=C3C=C)C3C(NC(CC3)=O)=O 3-(2-oxo-4-vinylbenzo[ctZ]indol-1(2H)-yl)piperidine-2,6-dione